1-(4-(1-Methyl-1H-tetrazol-5-yl)phenyl)ethan-1-ol CN1N=NN=C1C1=CC=C(C=C1)C(C)O